3-{[3-fluoro-4-(piperazin-1-yl)phenyl]amino}piperidine-Triethylamine FC=1C=C(C=CC1N1CCNCC1)NC1C(N(CCC1)CCN)(CCN)CCN